7-hydroxy-3-(4'-hydroxyphenyl)-chromane OC1=CC=C2CC(COC2=C1)C1=CC=C(C=C1)O